dithiocarbonate C([S-])([O-])=S